C(C)(C)(C)OC(=O)N1C(OC([C@@H]1C)=O)=O (4S)-4-methyl-2,5-dioxo-1,3-oxazolidine-3-carboxylic acid tert-butyl ester